[N+](=O)([O-])C1=CC=C(C=C1)S(=O)(=O)/C=C/C(=O)C1=CC=CC=C1 (E)-3-(4-nitrobenzenesulfonyl)-1-phenyl-2-propen-1-one